(S)-N-(1-(2-Fluoro-4-methylphenyl)ethyl)-2-(3-isopropyl-1-methyl-4-oxo-1,4-dihydro-5H-pyrazolo[3,4-d]pyridazin-5-yl)acetamid FC1=C(C=CC(=C1)C)[C@H](C)NC(CN1N=CC2=C(C1=O)C(=NN2C)C(C)C)=O